C(=C)[Si](Cl)(Cl)Cl vinyl-trichlorosilane